FC1=CC=C(C=C1)S(=O)(=O)NCCOC1=CC2=C(N=C(S2)C2=C3N=CC(=NC3=CC(=C2)C)OCF)C(=C1)C 4-fluoro-N-(2-((2-(2-(fluoromethoxy)-7-methylquinoxalin-5-yl)-4-methylbenzo[d]thiazol-6-yl)oxy)ethyl)benzenesulfonamide